2,4-Bis(dodecylthiomethyl)-o-cresol C(CCCCCCCCCCC)SCC1(CC(=CC=C1O)CSCCCCCCCCCCCC)C